2-(3,5-Difluoro-phenyl)-N-(2-dimethylamino-4-oxo-7-trifluoromethyl-4H-quinazolin-3-yl)-propionamide FC=1C=C(C=C(C1)F)C(C(=O)NN1C(=NC2=CC(=CC=C2C1=O)C(F)(F)F)N(C)C)C